FC1=C(C(=CC=C1OC)F)C1CC=2C=NN(C(C2CC1)=O)C1=NC=CC=N1 6-(2,6-difluoro-3-methoxyphenyl)-2-(pyrimidin-2-yl)-5,6,7,8-tetrahydrophthalazin-1(2H)-one